((4-(dimethylphosphoryl)-1-(4-(trifluoromethoxy) phenyl)-1H-pyrazolo[3,4-b]pyridin-3-yl) methyl) carbamate C(N)(OCC1=NN(C2=NC=CC(=C21)P(=O)(C)C)C2=CC=C(C=C2)OC(F)(F)F)=O